8'-oxa-2',4',10a'-triazaspiro[cyclobutane-1,10'-naphtho[2,1,8-cde]azulene] C1=NC2=C3C4=C(OCC5(N13)CCC5)C=CC=C4N=C2